2-(4-(chloromethyl)-2-cyclopropyl-5-ethoxyphenyl)-5-fluoropyridine ClCC1=CC(=C(C=C1OCC)C1=NC=C(C=C1)F)C1CC1